COC=1C=C(C=CC1OC)C1=CC=NC=2N1N=C(C2)C(=O)NC2=C(C=C(C(=O)OC)C=C2)OC methyl 4-(7-(3,4-dimethoxyphenyl)pyrazolo[1,5-a]pyrimidine-2-carboxamido)-3-methoxybenzoate